3-(4-(1-Boc-1H-indol-3-yl)thiophen-2-yl)-3-oxopropanoic acid methyl ester COC(CC(=O)C=1SC=C(C1)C1=CN(C2=CC=CC=C12)C(=O)OC(C)(C)C)=O